Nα-(9-fluorenylmethyloxycarbonyl)-Nε-allyloxycarbonyl-L-lysine C1=CC=CC=2C3=CC=CC=C3C(C12)COC(=O)N[C@@H](CCCCNC(=O)OCC=C)C(=O)O